methyl 2-chloro-3-ethylisonicotinate ClC=1C(=C(C(=O)OC)C=CN1)CC